C1(=CC=C(C=C1)C=1N2C(C=3C=CC=CC3C1)=C1C=CC=CC1=N2)C 6-(p-Tolyl)indazolo[3,2-a]isoquinoline